1-[(R,2'S)-7-chloro-4-hydroxy-2'-methyl-spiro[isochromane-1,4'-piperidine]-1'-yl]-2,2,2-trifluoro-ethanone ClC1=CC=C2C(CO[C@]3(C[C@@H](N(CC3)C(C(F)(F)F)=O)C)C2=C1)O